2-cyclopropylsulfonylthiophene C1(CC1)S(=O)(=O)C=1SC=CC1